Dabsyl-sulfonate S(=O)(=O)(C1=CC=C(N=NC2=CC=C(N(C)C)C=C2)C=C1)S(=O)(=O)[O-]